C1(=CC=CC2=CC=CC=C12)[C@@H](C)NC(C1=C(C=CC(=C1)N)C)=O (R)-N-[1-(1-naphthyl)ethyl]5-amino-2-methylbenzamide